BrC=1C=2N(C(=CC1)OC)N=CN2 8-bromo-5-methoxy-[1,2,4]triazolo[1,5-a]pyridin